COCC(CNC1=C(C=C(C=C1)S(=O)(=O)NC(C1=C(C=CC=C1)OC=1C=C2C(=NC1)NC=C2)=O)[N+](=O)[O-])(C)C N-({4-[(3-methoxy-2,2-dimethylpropyl)amino]-3-nitrophenyl}sulfonyl)-2-(1H-pyrrolo[2,3-b]pyridin-5-yloxy)benzamide